C12CCC(CC1)CC2.[P] phosphorus bicyclo[2.2.2]octane